1-(trans-2-cyanocyclopentyl)pyrazole-4-carboxamide C(#N)[C@H]1[C@@H](CCC1)N1N=CC(=C1)C(=O)N